FC1=CC2=CN(N=C2C(=C1)C(=O)N)C1CCN(CC1)CCC 5-fluoro-2-(1-propylpiperidin-4-yl)-2H-indazole-7-carboxamide